F[C@H]1C[C@H](N(C1)C(CN1C[C@H](CC1)NC=1C=C2C=CC=NC2=C(C1)Cl)=O)C#N (2S,4S)-4-fluoro-1-[2-[(3S)-3-[(8-chloro-6-quinolinyl)amino]pyrrolidin-1-yl]acetyl]pyrrolidine-2-carbonitrile